CC(C)(C)OC(=O)CCSN[C@@H](CS)C(=O)[O-].C1CCC(CC1)[NH2+]C2CCCCC2 N-alpha-T-BOC-ethylmercapto-L-cysteine dicyclohexylammonium salt